9-chloro-2-(4-chloro-2-fluorophenyl)-3,4-dihydro-2H-chromeno[2,3-c]pyridine-1,5-dione ClC=1C=CC=C2C(C3=C(C(N(CC3)C3=C(C=C(C=C3)Cl)F)=O)OC12)=O